(3S,4S)-1-(5-(7-(1-methyl-1H-pyrazol-4-yl)-1,6-naphthyridin-5-yl)pyridin-2-yl)-4-(pyridin-2-yloxy)pyrrolidin-3-amine hydrochloride Cl.CN1N=CC(=C1)C1=NC(=C2C=CC=NC2=C1)C=1C=CC(=NC1)N1C[C@@H]([C@H](C1)OC1=NC=CC=C1)N